NC(C1=C(C=C(C(=C1)Cl)Cl)O)C=1C=NC(=CC1)N 2-[amino(6-aminopyridin-3-yl)methyl]-4,5-dichlorophenol